NC1=C(C(=O)N2CCC(CC2)N2C3=C(N=CC2=O)C=C(C=N3)NC3COC3)C=CC(=C1)OC(F)(F)F 4-{1-[2-Amino-4-(trifluoromethoxy)benzoyl]piperidin-4-yl}-7-(oxetan-3-ylamino)pyrido[2,3-b]pyrazin-3-one